(R)-1-(1-Cyclobutylpiperidin-3-yl)-5-(8-methoxy-[1,2,4]triazolo[1,5-a]pyridin-6-yl)-6-methyl-1,3-dihydro-2H-benzo[d]imidazol-2-on C1(CCC1)N1C[C@@H](CCC1)N1C(NC2=C1C=C(C(=C2)C=2C=C(C=1N(C2)N=CN1)OC)C)=O